7-Methoxy-β-carboline-1-propionic acid COC1=CC=C2C=3C=CN=C(C3NC2=C1)CCC(=O)O